2,4-dioctylthiomethyl-o-cresol C(CCCCCCC)SCC1(CC(=CC=C1O)CSCCCCCCCC)C